N1CC(C1)CC=1C=CC(=C2C=C(N=CC12)Cl)C(C)C 8-(azetidin-3-ylmethyl)-3-chloro-5-isopropylisoquinoline